C(C)(C)(C)OC(NCC1=CC=C(C=C1)NC(C1=CC=C(C=C1)C(N(C)C1=CC=C(C=C1)Br)=O)=O)=O (4-{4-[(4-bromo-phenyl)-methyl-carbamoyl]-benzoylamino}-benzyl)-carbamic acid tert-butyl ester